2-(3,3-difluoroazetidin-1-carbonyl)-1-methyl-1,4,5,7-tetrahydro-6H-pyrrolo[2,3-c]pyridine-6-carbohydrazide FC1(CN(C1)C(=O)C1=CC2=C(CN(CC2)C(=O)NN)N1C)F